CCCCI n-Butyl iodide